(R,E)-N-(4-(3-Chloro-4-(pyridin-2-ylmethoxy)phenylamino)-3-cyano-7-ethoxychinolin-6-yl)-3-(1-methylpyrrolidin-2-yl)-propenamid ClC=1C=C(C=CC1OCC1=NC=CC=C1)NC1=C(C=NC2=CC(=C(C=C12)NC(\C=C\[C@@H]1N(CCC1)C)=O)OCC)C#N